O1[C@@H](COCC1)CNC(=O)C1=C(C2=C(CC3(C4=CN(N=C24)CC2=NC=CC=C2)CC3)O1)C(F)(F)F N-[(2R)-1,4-Dioxan-2-ylmethyl]-2'-(Pyridin-2-ylmethyl)-8'-(Trifluoromethyl)-2',5'-dihydrospiro[Cyclopropan-1,4'-furo[2,3-g]indazol]-7'-carboxamid